allyl 4-(4-(tert-butoxycarbonyl)piperazin-1-yl)-2-chloro-7-(2-nitrobenzyl)-8-oxo-5,6,7,8-tetrahydroquinazoline-7-carboxylate C(C)(C)(C)OC(=O)N1CCN(CC1)C1=NC(=NC=2C(C(CCC12)(C(=O)OCC=C)CC1=C(C=CC=C1)[N+](=O)[O-])=O)Cl